7-bromo-2,3-dihydroquinolin-4(1H)-one BrC1=CC=C2C(CCNC2=C1)=O